ClC=1C=C(C=C(C1OC=1C=C2C=CC(=NC2=CC1)C1CC1)Cl)N1C(=NOC1=O)C(=O)N (3,5-dichloro-4-((2-cyclopropylquinolin-6-yl)oxy)phenyl)-5-oxo-4,5-dihydro-1,2,4-oxadiazole-3-carboxamide